OC1=NC2=CC=C(C=C2C=C1)C=O (2-hydroxy-6-quinolinyl)methanone